C(C)(C)(C)[Si](OCC=1CC2=CC=C(C(=C2C1)F)O)(C)C 2-[[tert-butyl-(dimethyl)silyl]oxymethyl]-4-fluoro-inden-5-ol